Ethyl (2S)-3-[5-[bis(2-chloroethyl)amino]-1-methyl-benzimidazol-2-yl]-2-[[(2S)-2-(tert-butoxycarbonylamino)-3-(4-fluorophenyl)propanoyl]amino]propanoate ClCCN(C1=CC2=C(N(C(=N2)C[C@@H](C(=O)OCC)NC([C@H](CC2=CC=C(C=C2)F)NC(=O)OC(C)(C)C)=O)C)C=C1)CCCl